(2R,3S)-2-((E)-3-(5,6-dichloro-2-(hydroxymethyl)-1H-benzo[d]imidazol-1-yl)-2-methylpropan-1-enyl)piperidin-3-ol ClC1=CC2=C(N(C(=N2)CO)C/C(=C/[C@H]2NCCC[C@@H]2O)/C)C=C1Cl